NCCCCCCCCCCCC(=O)N 12-aminododecanamide